methyl aminoethyl ether NCCOC